4-((4-Acetylphenyl)sulfonyl)-1-(3-(4-chloro-3,5-dimethylphenoxy)propyl)-3,5-dimethyl-1H-pyrrole-2-carboxylic acid C(C)(=O)C1=CC=C(C=C1)S(=O)(=O)C=1C(=C(N(C1C)CCCOC1=CC(=C(C(=C1)C)Cl)C)C(=O)O)C